CC1CC2C(CC1CC(COCCO)(CC1CC3C(CC1C)O3)O)O2 bis(3,4-epoxy-6-methylcyclohexylmethyl)diethylene glycol